mono-sodium hydrogen malate C(C(O)CC(=O)[O-])(=O)O.[Na+]